3-hydroxy-1,5-diazacyclooctane hydrobromide Br.OC1CNCCCNC1